F[C@@H]1CN(CC[C@@H]1NC1=NN2C(C(=N1)NC)=C(C=C2)C2=CC=C1C(=N2)N(C(=N1)C)CCF)C(C)=O 1-((3R,4S)-3-Fluoro-4-((5-(3-(2-fluoroethyl)-2-methyl-3H-imidazo[4,5-b]pyridin-5-yl)-4-(methylamino)pyrrolo[2,1-f][1,2,4]triazin-2-yl)amino)piperidin-1-yl)ethan-1-one